water sodium bromide [Br-].[Na+].O